tert-butyl 7-(dimethoxymethyl)-4-fluoro-6-((methylamino)methyl)-3,4-dihydro-2,4-methylene-1,8-naphthyridine-1(2H)-carboxylate COC(C1=C(C=C2C3(CC(N(C2=N1)C(=O)OC(C)(C)C)C3)F)CNC)OC